(S)-8-((3S,5r)-4-propenoyl-3,5-dimethylpiperazin-1-yl)-11-(4-chlorothien-2-yl)-3-(1H-1,2,3-triazol-1-yl)-10-(trifluoromethyl)-3,4-dihydro-[1,4]thiazepino[2,3,4-ij]quinazolin-6(2H)-one C(C=C)(=O)N1[C@H](CN(C[C@H]1C)C1=NC(N2C3=C(C(=C(C=C13)C(F)(F)F)C=1SC=C(C1)Cl)SC[C@H](C2)N2N=NC=C2)=O)C